COC(=O)C=1[C@@H](N=C(N(C1CN1CC2(CC2)C[C@H]1CN(C)C)C)S1NC=CC=C1)C1=C(C(=CC=C1)F)Cl (R)-methyl-4-(2-chloro-3-fluorophenyl)-6-(((S)-6-(dimethylaminomethyl)-5-azaspiro[2.4]heptan-5-yl)methyl)-2-(thiapyridin-2-yl)-1,4-dihydropyrimidine-5-carboxylic acid methyl ester